7-(8-azabicyclo[3.2.1]octan-8-yl)-2-methyl-N-((R)-1-(3-nitro-5-(trifluoromethyl)phenyl)ethyl)-6-(1,3,4-oxadiazol-2-yl)pyrido[2,3-d]pyrimidin-4-amine C12CCCC(CC1)N2C=2C(=CC1=C(N=C(N=C1N[C@H](C)C1=CC(=CC(=C1)C(F)(F)F)[N+](=O)[O-])C)N2)C=2OC=NN2